3-(3-Aminophenylamino)-5-bromo-1-methylpyrazin-2(1H)-one NC=1C=C(C=CC1)NC=1C(N(C=C(N1)Br)C)=O